N-(2-(2-cyano-4,4-difluoropyrrolidin-1-yl)-2-oxoethyl)-3-(2-(4-methoxyphenyl)prop-1-en-1-yl)isonicotinamide C(#N)C1N(CC(C1)(F)F)C(CNC(C1=C(C=NC=C1)C=C(C)C1=CC=C(C=C1)OC)=O)=O